C(C)(C)NC=1C=C(C=2N(C1)N=CC2C#N)O 6-(Isopropylamino)-4-hydroxypyrazolo[1,5-a]pyridine-3-carbonitrile